O[C@H]1C[C@H](CC1)C1=NC=CC=C1 [(1s,3r)-3-hydroxycyclopentyl]pyridine